4-((((2-(dimethylamino)ethyl)(methyl)amino)methyl)-1H-benzo[d]imidazol-2-yl)-4-(1H-pyrrolo[2,3-b]pyridin-3-yl)isoindol-1-one CN(CCN(C)CN1C(=NC2=C1C=CC=C2)C2(C1=CNC(C1=CC=C2)=O)C2=CNC1=NC=CC=C12)C